NC=1N=NC(=CC1N1CC2CCC(C1)N2C2=NC=C(C=N2)CN(CC(=O)O)C)C2=C(C=CC=C2)O 2-(((2-(3-(3-amino-6-(2-hydroxyphenyl)pyridazin-4-yl)-3,8-diazabicyclo[3.2.1]octan-8-yl)pyrimidin-5-yl)methyl)(methyl)amino)acetic acid